OC1C2CC3(CC(CC1C3)C2)C(=O)NC2=CC(=C(C=C2)NC2=NC=C(C(=N2)NC2=C(C=CC=C2C(NC)=O)C)C(F)(F)F)OC 4-hydroxy-N-(3-methoxy-4-((4-((2-methyl-6-(methylcarbamoyl)phenyl)amino)-5-(trifluoromethyl)pyrimidin-2-yl)amino)phenyl)adamantan-1-carboxamide